C(#N)C(CCC1C(NC2=CC=CC=C12)=O)NC(=O)[C@@H]1[C@H]2C([C@H]2CN1C([C@H](C(C)(C)C)NC(C(F)(F)F)=O)=O)(C)C (1R,2S,5S)-N-[1-Cyano-3-(2-oxoindolin-3-yl)propyl]-6,6-dimethyl-3-[(2S)-3,3-dimethyl-2-[(2,2,2-trifluoroacetyl)amino]butanoyl]-3-azabicyclo[3.1.0]hexane-2-carboxamide